NC1=NC(=CC(=N1)N1CCC2(C[C@H](NC2)C(=O)O)CC1)O[C@@H](C(F)(F)F)C1=CC=C(C=C1)C=1C=C2CCCOC2=CC1 (S)-8-(2-amino-6-((R)-1-(4-(chroman-6-yl)phenyl)-2,2,2-trifluoroethoxy)pyrimidin-4-yl)-2,8-diazaspiro[4.5]decane-3-carboxylic acid